NC1=NC=C(C=N1)CNC(O[C@H]1[C@H](NC[C@@H]1O)CC1=CC=C(C=C1)OC)=O (2R,3S,4S)-4-hydroxy-2-[(4-methoxyphenyl)methyl]pyrrolidin-3-yl N-[(2-aminopyrimidin-5-yl)methyl]carbamate